(R)-N-((5-(1-cyclopropylethyl)-2,3-dihydro-1H-inden-4-yl)carbamoyl)-4-(prop-1-en-2-yl)furan-2-sulfonimidamide C1(CC1)C(C)C=1C(=C2CCCC2=CC1)NC(=O)N[S@](=O)(=N)C=1OC=C(C1)C(=C)C